(+/-)-5-[4-(4-{[5-benzyl-5,6-dihydro-4H-1,3-oxazin-2-yl]amino}-2,6-difluorophenoxy)-1H-pyrrolo[2,3-b]pyridin-3-yl]-2-[(propan-2-yl)oxy]benzonitrile C(C1=CC=CC=C1)[C@@H]1CN=C(OC1)NC1=CC(=C(OC2=C3C(=NC=C2)NC=C3C=3C=CC(=C(C#N)C3)OC(C)C)C(=C1)F)F |r|